C1(=CC=CC=C1)[C@H]1OC[C@H]1O |r| rac-(2R,3R)-2-phenyloxetan-3-ol